CCC(C1=CC=CC=C1)C1=C(C=CC(=C1)C(CC(C)(C)C)(C)C)O 2-methyl-1-phenylethyl-4-(1,1,3,3-tetramethylbutyl)phenol